N[C@H]1CN(CCC1)C(=O)C=1C=C(C=2N(C1)N=C(C2C)C=2N(C1=C(C=CC=C1C2)C2CN(C2)C([C@@H](C)OC)=O)CC2CC2)OC (R)-1-(3-(2-(6-((R)-3-aminopiperidine-1-carbonyl)-4-methoxy-3-methylpyrazolo[1,5-a]pyridin-2-yl)-1-(cyclopropylmethyl)-1H-indol-7-yl)azetidin-1-yl)-2-methoxypropan-1-one